C(CC(=O)C)(=O)[O-].[Li+] Lithium Acetoacetate